N6-[2-(4-morpholinyl)ethyl]benzo[d]oxazol-2,6-diamine N1(CCOCC1)CCNC1=CC2=C(N=C(O2)N)C=C1